FC=1C=CC(=C(C1)[C@@H](C)N)OC (R)-1-(5-fluoro-2-methoxyphenyl)ethane-1-amine